Natrium pertechnetat [Tc](=O)(=O)(=O)[O-].[Na+]